3-{4-[(2-amino-4-pyrimidinyl)oxy]-2-(difluoromethoxy)phenyl}-1-[5-(trifluoromethyl)-3-pyridinyl]-2,4-imidazolidinedione NC1=NC=CC(=N1)OC1=CC(=C(C=C1)N1C(N(CC1=O)C=1C=NC=C(C1)C(F)(F)F)=O)OC(F)F